N-(5-((4-(5-cyanopyridin-2-yl)-2-(1,1-dioxidoisothiazolin-2-yl)phenyl)amino)-6-(4,4-dimethyl-4,5-dihydrooxazol-2-yl)pyridazin-3-yl)cyclopropanecarboxamide C(#N)C=1C=CC(=NC1)C1=CC(=C(C=C1)NC=1C=C(N=NC1C=1OCC(N1)(C)C)NC(=O)C1CC1)N1S(CCC1)(=O)=O